1-(4-(4-((4-([1,2,4]triazolo[1,5-a]pyridin-7-ylmethyl)-3-methylphenyl)amino)-5-fluoroquinazolin-6-yl)-3-methylpiperazin-1-yl)prop-2-en-1-one N=1C=NN2C1C=C(C=C2)CC2=C(C=C(C=C2)NC2=NC=NC1=CC=C(C(=C21)F)N2C(CN(CC2)C(C=C)=O)C)C